N(=O)C1=CC=C(C(=O)C2=CC=CC=C2)C=C1 4-nitrosobenzophenone